C(C)(C)[SiH](C(C)C)C(C)C tri-iso-propylsilane